3-oxo-2-azaspiro[4.4]nonane-2-carboxylic acid tert-butyl ester C(C)(C)(C)OC(=O)N1CC2(CC1=O)CCCC2